ClC1=C(SC=2C1=NC(=CC2NCC=2OC=CN2)Cl)[C@H]2CC=CC[C@@H]2NC(OC(C)(C)C)=O tert-butyl ((1S,6S)-6-(3,5-dichloro-7-((oxazol-2-ylmethyl)amino)thieno[3,2-b]pyridin-2-yl)cyclohex-3-en-1-yl)carbamate